4-[(3S)-3-[2-chloro-4-[(3-methyloxetan-3-yl)amino]phenyl]-1,4-oxazepan-4-yl]-6-methyl-pyrimidin-2-amine ClC1=C(C=CC(=C1)NC1(COC1)C)[C@H]1COCCCN1C1=NC(=NC(=C1)C)N